Hydroxy-3,4-dihydro-4-oxo-1,2,3-benzotriazine ON1N=NC2=C(C1=O)C=CC=C2